CN1N=CC(=C1)C=1C=C2C=C(N=CC2=CC1)NC([C@H](C)N1CCCC1)=O (S)-N-(6-(1-methyl-1H-pyrazol-4-yl)isoquinolin-3-yl)-2-(pyrrolidin-1-yl)propanamide